1-iodo-2-methyl-3-(trifluoromethyl)benzene IC1=C(C(=CC=C1)C(F)(F)F)C